OC[C@H]1N(CCOC1)C=O ((R)-3-hydroxymethyl-morpholin-4-yl)-methanone